2'-(trifluoromethyl)spiro[1,3-dioxolane-2,6'-3,5,7,8-tetrahydroquinazoline]-4'-one FC(C1=NC=2CCC3(CC2C(N1)=O)OCCO3)(F)F